[2H]benzo[f]benzopyran C1CCOC2=C1C1=C(C=C2)C=CC=C1